tert-butyl (S)-3-(4-((3-carbamoyl-2-nitrobenzyl)amino)phenyl)piperidine-1-carboxylate C(N)(=O)C=1C(=C(CNC2=CC=C(C=C2)[C@H]2CN(CCC2)C(=O)OC(C)(C)C)C=CC1)[N+](=O)[O-]